(E)-ethyl 4-(((E)-(1-amino-2,2-difluoropropylidene)amino)oxy)-4-oxobut-2-enoate N\C(\C(C)(F)F)=N\OC(/C=C/C(=O)OCC)=O